C1(CCC1)[C@@](C(F)(F)C=1C(=C(C=CC1)[C@@H](C)NC=1C2=C(N=C(N1)C)C=NC(=C2)P2(CCCC2)=O)F)(C)O 1-(4-{[(1R)-1-{3-[(2R)-2-cyclobutyl-1,1-difluoro-2-hydroxypropyl]-2-fluorophenyl}ethyl]amino}-2-methylpyrido[3,4-d]pyrimidin-6-yl)-1lambda5-phospholan-1-one